N-((3S,4R)-1-acetyl-4-((6-(2,6-di-chloro-3,5-dimethoxyphenyl)pyrido[3,4-d]pyrimidin-2-yl)amino)pyrrolidin-3-yl)acrylamide C(C)(=O)N1C[C@@H]([C@@H](C1)NC=1N=CC2=C(N1)C=NC(=C2)C2=C(C(=CC(=C2Cl)OC)OC)Cl)NC(C=C)=O